(oxybis(4,1-phenylene))diphthalic acid O(C1=CC=C(C=C1)C1=C(C(C(=O)O)=CC=C1)C(=O)O)C1=CC=C(C=C1)C1=C(C(C(=O)O)=CC=C1)C(=O)O